N-(4-hydroxyphenyl)-[1,1'-biphenyl]-4-carboxamide OC1=CC=C(C=C1)NC(=O)C1=CC=C(C=C1)C1=CC=CC=C1